2-(Benzyloxy)-2-oxoethyl N-(tert-butoxycarbonyl)-L-valinate C(C)(C)(C)OC(=O)N[C@@H](C(C)C)C(=O)OCC(=O)OCC1=CC=CC=C1